COC=1C(C(=C(C(C1OC)=O)\C=C(\C(=O)O)/CCCCCCCCC)C)=O (2E)-2-[(4,5-dimethoxy-2-methyl-3,6-dioxo-1,4-cyclohexadien-1-yl)methylene]-undecanoic acid